IC=1C=C(C=CC1C)NC(OC(C)(C)C)=O tert-butyl (3-iodo-4-methylphenyl)carbamate